CC1N(CCC1)C(=O)C1=CC=CC=C1 (2-methylpyrrolidin-1-yl)(phenyl)methanone